F[C@H](CC1=NC2=CC=C(C=C2C(=C1C(=O)N)NCC(C)O)C=1C=NNC1)C(C)(C)O (R)-2-fluoro-3-hydroxy-3-methylbutyl-4-((2-hydroxypropyl)amino)-6-(1H-pyrazol-4-yl)quinoline-3-carboxamide